[Li+].[Li+].[Li+].[13C]([13CH2][13C](=O)[O-])(=O)SCCNC(CCNC([C@@H](C(COP(OP(OC[C@@H]1[C@H]([C@H]([C@@H](O1)N1C=NC=2C(N)=NC=NC12)O)OP(=O)(O)O)(=O)O)(=O)O)(C)C)O)=O)=O.[13C]([13CH2][13C](=O)[O-])(=O)SCCNC(CCNC([C@@H](C(COP(OP(OC[C@@H]1[C@H]([C@H]([C@@H](O1)N1C=NC=2C(N)=NC=NC12)O)OP(=O)(O)O)(=O)O)(=O)O)(C)C)O)=O)=O.[13C]([13CH2][13C](=O)[O-])(=O)SCCNC(CCNC([C@@H](C(COP(OP(OC[C@@H]1[C@H]([C@H]([C@@H](O1)N1C=NC=2C(N)=NC=NC12)O)OP(=O)(O)O)(=O)O)(=O)O)(C)C)O)=O)=O malonyl-13C3-CoA trilithium salt